3-[2,4-bis[(3S)-3-methylmorpholin-4-yl]pyrido[2,3-d]pyrimidin-7-yl]-N-methylbenzamide C[C@@H]1N(CCOC1)C=1N=C(C2=C(N1)N=C(C=C2)C=2C=C(C(=O)NC)C=CC2)N2[C@H](COCC2)C